FC=1N=C(SC1CN1C[C@]2(C[C@@H]1C)CC=1C(=CN=C(C1)N1CCN(CC1)C)O2)NC(C)=O N-(4-Fluoro-5-(((2R,5'S)-5'-methyl-5-(4-methylpiperazin-1-yl)-3H-spiro[furo[2,3-c]pyridine-2,3'-pyrrolidin]-1'-yl)methyl)thiazol-2-yl)acetamide